NC1=C2C(C3(C(OC4=C3C=CC(=C4)[C@H]4[C@@H](C4)C)(C2=CC=C1)O)NC(=O)C=1NC(=CC1C)S(=O)(=O)N1CCN(CC1)C)=O N-(1-Amino-4b-hydroxy-7-((trans)-2-methylcyclopropyl)-10-oxo-4b,10-dihydro-9bH-indeno[1,2-b]benzofuran-9b-yl)-3-methyl-5-((4-methylpiperazin-1-yl)sulfonyl)-1H-pyrrole-2-carboxamide